4-benzyloxy-1-(3,4-difluorophenyl)-6-fluoro-2-(2-methoxy-1,1-dimethyl-ethyl)indole C(C1=CC=CC=C1)OC1=C2C=C(N(C2=CC(=C1)F)C1=CC(=C(C=C1)F)F)C(COC)(C)C